COCCOC=1C=C(C=2N(C1)N=CC2C#N)C=2C=NC(=CC2)N2CCN(CC2)CC2=NC=CC(=C2)OC 6-(2-methoxyethoxy)-4-(6-(4-((4-methoxypyridin-2-yl)methyl)piperazin-1-yl)pyridin-3-yl)pyrazolo[1,5-a]pyridine-3-carbonitrile